zinc bis(trifluoromethansulfonyl)amide FC(S(=O)(=O)[N-]S(=O)(=O)C(F)(F)F)(F)F.[Zn+2].FC(S(=O)(=O)[N-]S(=O)(=O)C(F)(F)F)(F)F